N-(6-((2-fluoro-[1,1'-biphenyl]-3-yl)methyl)-5-((S)-3-methoxy-2-methylpropanoyl)-5-azaspiro[2.4]heptan-7-yl)methanesulfonamide FC1=C(C=CC=C1CC1N(CC2(CC2)C1NS(=O)(=O)C)C([C@H](COC)C)=O)C1=CC=CC=C1